N-(4-((4-((6-aminohexyl)oxy)phenyl)carbamoyl)benzyl)-N-cyclopropyl-3-oxo-3,4-dihydro-2H-benzo[b][1,4]oxazine-7-carboxamide 2,2,2-trifluoroacetate FC(C(=O)O)(F)F.NCCCCCCOC1=CC=C(C=C1)NC(=O)C1=CC=C(CN(C(=O)C=2C=CC3=C(OCC(N3)=O)C2)C2CC2)C=C1